COC1CC(C1)C(=O)NC1=CC(=C(C=C1)OC=1C=NC(=NC1)N1CCC(CC1)OC)C 3-methoxy-N-(4-((2-(4-methoxy-piperidin-1-yl)pyrimidin-5-yl)oxy)-3-methylphenyl)cyclobutane-1-carboxamide